6-chlorobenz[cd]indolium ClC=1C=2C3=C(C=[NH+]C3=CC1)C=CC2